ClC1=C(C=2C=NNC2C=C1F)C(=O)N1CCC2=C1N=C(N=C2N2CCN(CC2)C(C=C)=O)OC2=C1CCN(CC1=CC=C2)C 1-(4-(7-(5-chloro-6-fluoro-1H-indazole-4-carbonyl)-2-((2-methyl-1,2,3,4-tetrahydroisoquinolin-5-yl)oxy)-6,7-dihydro-5H-pyrrolo[2,3-d]pyrimidin-4-yl)piperazin-1-yl)prop-2-en-1-one